C(C)(C)(C)C1=CC=C(C=C1)N(C(=O)[C@@H]1N(CCC1)C#N)C(C(=O)N1CN(C(C1)=O)C)C=1C=NC=CC1 (2R)-N-(4-tert-butylphenyl)-1-cyano-N-[2-(3-methyl-4-oxo-imidazolidin-1-yl)-2-oxo-1-(3-pyridyl)ethyl]pyrrolidine-2-carboxamide